FC1=C(C=C(C=C1)F)[C@@]12N(CC[C@H]2C1)C1=NC=2N(C=C1)N=CC2C=2SC(=CN2)C(C)C 2-(5-((1R,5S)-1-(2,5-difluorophenyl)-2-azabicyclo[3.1.0]hex-2-yl)pyrazolo[1,5-a]pyrimidin-3-yl)-5-isopropylthiazole